C(C)[C@H]1[C@H](C1)C(=O)NC1=CC(=C(C=C1)C)C1=NC=CC=C1 (1S,2R)-2-ethyl-N-(4-methyl-3-(pyridin-2-yl)phenyl)cyclopropanecarboxamide